N-[5-({[2-anilino-5-(trifluoromethyl)pyrimidin-4-yl]amino}methyl)-2-methylpyrimidin-4-yl]-N-methylmethanesulfonamide N(C1=CC=CC=C1)C1=NC=C(C(=N1)NCC=1C(=NC(=NC1)C)N(S(=O)(=O)C)C)C(F)(F)F